F[B-](F)(F)F.C[N+]1=CNC(=C1)OC1=CC=CC=C1 3-methyl-5-phenoxy-1H-imidazol-3-ium tetrafluoroborate